3-(trimethoxysilyl)-propyldidecylmethyl-ammonium chloride [Cl-].CO[Si](CCC[N+](C)(CCCCCCCCCC)CCCCCCCCCC)(OC)OC